C1(CCCCC1)P(C1=C(C=CC=C1)C1=CC=CC=C1)C1CCCCC1 (2-(dicyclohexylphosphino))biphenyl